oxalic acid diisocyanate borate B(O)(O)O.C(C(=O)N=C=O)(=O)N=C=O